[Mo].FC1(CN(CC1)CCCO)F 3-(3,3-difluoropyrrolidine-1-yl)propanol molybdenum